O=C1CCCCCCCCCCCCCOC[C@]23[C@@H](N(C(CNC([C@@H](N1)CCOC1=CC=CC=C1)=O)=O)[C@@H](C3)C(=O)O)C2 (1R,19S,25S,28S)-17,20,23-trioxo-19-(2-phenoxyethyl)-3-oxa-18,21,24-triazatricyclo[22.2.2.01,25]octacosane-28-carboxylic acid